C(=O)CO[Si](OC)(C)CCC formyl-propyl-methyl-dimethoxysilane